C1(CC1)N1N=CC2=C(C=CC=C12)C1=C(C=C2NC(C=3N(C2=C1F)C(=NN3)C)(C)C)F 8-(1-Cyclopropyl-1H-indazol-4-yl)-7,9-difluoro-1,4,4-trimethyl-5H-[1,2,4]triazolo[4,3-a]quinoxaline